((S)-piperidin-3-yl)-4-(6-(tetrahydropyran-2-yl)-1H-pyrrolo[2,3-b]pyridin-3-yl)-5-(trifluoromethyl)pyrimidin-2-amine N1C[C@H](CCC1)C1=C(C(=NC(=N1)N)C1=CNC2=NC(=CC=C21)C2OCCCC2)C(F)(F)F